6-(2-methoxyethoxy)-2-methyl-7-((1-methylazetidin-3-yl)oxy)quinazolin COCCOC=1C=C2C=NC(=NC2=CC1OC1CN(C1)C)C